NC1=NC=CC(=N1)C1=CC(=C(CNC(=O)C2=CN=C(S2)C2CC2)C=C1)C N-(4-(2-aminopyrimidin-4-yl)-2-methylbenzyl)-2-cyclopropylthiazole-5-carboxamide